BrC=1C=C2CC(CNC2=C(C1)I)O 6-bromo-8-iodo-1,2,3,4-tetrahydroquinolin-3-ol